3-(4-((8-chloro-[1,2,4]triazolo[4,3-a]pyridin-3-yl)thio)butoxy)-7-methoxy-2-(4-bromophenyl)-4H-chromen-4-one ClC=1C=2N(C=CC1)C(=NN2)SCCCCOC2=C(OC1=CC(=CC=C1C2=O)OC)C2=CC=C(C=C2)Br